C(C1=CC=CC=C1)N(CC(=N)N)C=1SC(=C(N1)C1=CC(=C(C=C1)Cl)Cl)CC(C)C 2-(benzyl-(4-(3,4-dichlorophenyl)-5-isobutylthiazol-2-yl)amino)acetamidine